copper piperidinol N1(CCCCC1)O.[Cu]